trans-2-chloro-5-(2,2-dichloro-3-(3-chloro-5-(pentafluoro-λ6-sulfanyl)phenyl)cyclopropane-1-carboxamido)-N-(2,4-difluorophenyl)benzamide ClC1=C(C(=O)NC2=C(C=C(C=C2)F)F)C=C(C=C1)NC(=O)[C@@H]1C([C@H]1C1=CC(=CC(=C1)S(F)(F)(F)(F)F)Cl)(Cl)Cl